2,5-dichloro-N-{[2-chloro-6-(1,2,3,4-tetrazol-1-yl)phenyl]methyl}pyridine-3-carboxamide ClC1=NC=C(C=C1C(=O)NCC1=C(C=CC=C1N1N=NN=C1)Cl)Cl